N1(CCOCC1)C1CCN(CC1)CC=1C(=NC2=CC=C(C=C2C1C(=O)NC1(CC1)C1=CC=CC=C1)N1CCCC1)C1=CC(=CC=C1)C(F)(F)F [4-(4-morpholinyl)-1-piperidinyl]methyl-N-(1-phenylcyclopropyl)-6-(1-pyrrolidinyl)-2-[3-(trifluoromethyl)phenyl]-4-quinolinecarboxamide